C(C1=C(C(=CC(=C1)C)C(C)(C)C)O)C1=C(C(=CC(=C1)C)C(C)(C)C)O 2,2'-methylenebis(6-t-butyl-4-methylphenol)